NC1=C(C=C(N=N1)C1=C(C=CC=C1)O)C=1C=NN(C1)C(C)C1CCN(CC1)C1CC(C1)OC1CCNCC1 2-(6-amino-5-(1-(1-(1-((1s,3s)-3-(piperidin-4-yloxy)cyclobutyl)piperidin-4-yl)ethyl)-1H-pyrazol-4-yl)pyridazin-3-yl)phenol